[3-(4-phenyl-1H-imidazol-2-yl)chroman-6-yl]oxy-N-(2-pyridinyl)pyridin-2-amine C1(=CC=CC=C1)C=1N=C(NC1)C1COC2=CC=C(C=C2C1)OC=1C(=NC=CC1)NC1=NC=CC=C1